1-(benzofuran-5-ylmethyl)-2-oxo-2,3-dihydro-1H-thieno[2,3-b][1,4]thiazine-6-carboxylic acid O1C=CC2=C1C=CC(=C2)CN2C1=C(SCC2=O)SC(=C1)C(=O)O